N-(4-aminophenyl)-benzenesulfonamide NC1=CC=C(C=C1)NS(=O)(=O)C1=CC=CC=C1